N,N-diethyl-phenylalanine C(C)N([C@@H](CC1=CC=CC=C1)C(=O)O)CC